N-((1-isobutylpiperidin-4-yl)methyl)-4-(3-methylbutanoyl)-3,4-dihydroquinoxaline-1(2H)-carboxamide C(C(C)C)N1CCC(CC1)CNC(=O)N1CCN(C2=CC=CC=C12)C(CC(C)C)=O